O=C1NC(C=2C1=CC=1CN(CC1C2)C(=O)O)=O.O=C2NC(CCC2N2C(C1=CC=3CNCC3C=C1C2=O)=O)=O 2-(2,6-dioxo-3-piperidyl)-6,7-dihydro-5H-pyrrolo[3,4-f]isoindole-1,3-dione 1,3-dioxo-5,7-dihydropyrrolo[3,4-f]isoindole-6-carboxylate